2,2'-(3',4'-bis(10-methylphenazin-5(10H)-yl)-5',6'-diphenyl-[1,1':2',1''-terphenyl]-3,3''-diyl)bis(benzo[d]oxazole) CN1C2=CC=CC=C2N(C=2C=CC=CC12)C1=C(C(=C(C(=C1N1C=2C=CC=CC2N(C2=CC=CC=C12)C)C1=CC=CC=C1)C1=CC=CC=C1)C1=CC(=CC=C1)C=1OC2=C(N1)C=CC=C2)C2=CC(=CC=C2)C=2OC1=C(N2)C=CC=C1